5-((but-3-en-1-yl-(methyl)amino)methyl)-4-iodopyridin-2(1H)-one C(CC=C)N(C)CC=1C(=CC(NC1)=O)I